C1(CC1)C1=CN(C=2N=C(N=C(C21)N[C@H]2CNCC[C@H]2F)NC=2C=NN(C2)C2CCN(CC2)C)CO (5-Cyclopropyl-4-(((3s,4r)-4-fluoropiperidin-3-yl)amino)-2-((1-(1-methylpiperidin-4-yl)-1H-pyrazol-4-yl)amino)-7H-pyrrolo[2,3-d]pyrimidin-7-yl)methanol